SC1=CC=C(O1)C(=O)OC methyl 5-sulfanylfuran-2-carboxylate